Ethyl 6-(4-chloro-3-fluorophenyl)-4-oxo-3-(propan-2-yl)-4,5-dihydropyrazolo[1,5-a]pyrazine-2-carboxylate ClC1=C(C=C(C=C1)C=1NC(C=2N(C1)N=C(C2C(C)C)C(=O)OCC)=O)F